5-(4-chloro-5-fluoro-1H-indole-2-carbonyl)-N-[1-(hydroxymethyl)cyclopropyl]-N-methyl-4H,5H,6H,7H-pyrazolo[1,5-a]pyrazine-3-carboxamide ClC1=C2C=C(NC2=CC=C1F)C(=O)N1CC=2N(CC1)N=CC2C(=O)N(C)C2(CC2)CO